COC(C1=CC(=NN1)SC)OC 5-(dimethoxymethyl)-3-methylsulfanyl-1H-pyrazole